FC1=C(C(=C(C(=C1[B-](C1=C(C(=C(C(=C1F)F)F)F)F)(C1=C(C(=C(C(=C1F)F)F)F)F)C1=C(C(=C(C(=C1F)F)F)F)F)F)F)F)F.C[PH+](CCCCCCCCCCCCCCCCCC)CCCCCCCCCCCCCCCCCC methyldiOctadecylphosphonium tetrakis(pentafluorophenyl)borate